3-(4-amino-1-oxoisoindolin-2-yl)piperidine-2,6-dione 2-(hydroxymethyl)-2-methylpropane-1,3-diyl-diacetate ethyl-2-(5-bromopyridin-2-yl)-2,2-difluoroacetate C(C)OC(C(F)(F)C1=NC=C(C=C1)Br)=O.OCC(CCC(=O)O)(CCC(=O)O)C.NC1=C2CN(C(C2=CC=C1)=O)C1C(NC(CC1)=O)=O